1,1-bis(4'-hydroxyphenyl)cyclopentane OC1=CC=C(C=C1)C1(CCCC1)C1=CC=C(C=C1)O